C(CCCCCCCC)OCOCC\C=C/CC[Mg]I (3Z)-6-(nonanyloxymethoxy)-3-hexenylmagnesium iodide